8-(4-fluoro-2-(2,2,2-trifluoroethyl)phenyl)-9-(4-((1-(3-fluoropropyl)azetidin-3-yl)methyl)phenyl)-6,7-dihydro-5H-benzo[7]annulene-3-carboxylic acid FC1=CC(=C(C=C1)C=1CCCC2=C(C1C1=CC=C(C=C1)CC1CN(C1)CCCF)C=CC(=C2)C(=O)O)CC(F)(F)F